N-(2-(4,4-difluorocyclohexyl)-4-(2,5-difluorophenyl)pyridin-3-yl)-2-(methyl(oxetan-3-yl)amino)pyrimidine-5-carboxamide FC1(CCC(CC1)C1=NC=CC(=C1NC(=O)C=1C=NC(=NC1)N(C1COC1)C)C1=C(C=CC(=C1)F)F)F